C(#N)[C@H]1N(CSC1)C(CNC(=O)C1=CC=NC2=CC=CC=C12)=O (R)-N-(2-(4-cyanothiazolidin-3-yl)-2-oxoethyl)-quinoline-4-carboxamide